[SiH2]=[SiH]O[SiH]=[SiH2] 1,3-bis(silylene)disiloxane